2-(2-(ethylsulfanyl)-7-(3-fluorophenyl)pyrazolo[1,5-a]pyrimidin-3-yl)-3-methyl-6-(trifluoromethyl)-3H-imidazo[4,5-b]pyridine C(C)SC1=NN2C(N=CC=C2C2=CC(=CC=C2)F)=C1C1=NC=2C(=NC=C(C2)C(F)(F)F)N1C